5-(4-(tert-butoxycarbonyl)piperazin-1-yl)pyrazolo[1,5-a]pyrimidine-3-carboxylic acid C(C)(C)(C)OC(=O)N1CCN(CC1)C1=NC=2N(C=C1)N=CC2C(=O)O